2-(3-methoxyphenyl)isonicotinic acid COC=1C=C(C=CC1)C=1C=C(C(=O)O)C=CN1